(S)-N2-[1-(4-fluorophenyl)ethyl]-4-(3-methoxy-3-methylazetidin-1-yl)-N6-(pyrazin-2-yl)pyridine-2,6-diamine FC1=CC=C(C=C1)[C@H](C)NC1=NC(=CC(=C1)N1CC(C1)(C)OC)NC1=NC=CN=C1